C(C=C)(=O)OCC(COC(C(COC(C=C)=O)(C)C)=O)(C)C 3-(acryloyloxy)-2,2-dimethylpropyl-3-(acryloyloxy)-2,2-dimethylpropionate